5-(3-(piperidin-1-yl)propyl)furan N1(CCCCC1)CCCC1=CC=CO1